2'-alpha-Ethynylguanosine C(#C)[C@@]1([C@@H](O[C@@H]([C@H]1O)CO)N1C=NC=2C(=O)NC(N)=NC12)O